2,4-Bis([1,1'-biphenyl]-4-yl)-6-(3,5-dibromophenyl)-1,3,5-triazine C1(=CC=C(C=C1)C1=NC(=NC(=N1)C1=CC=C(C=C1)C1=CC=CC=C1)C1=CC(=CC(=C1)Br)Br)C1=CC=CC=C1